7-bromo-2-(1-tert-butoxycarbonyl-3,6-dihydro-2H-pyridin-5-yl)-1H-indole-5-carboxylic acid BrC=1C=C(C=C2C=C(NC12)C1=CCCN(C1)C(=O)OC(C)(C)C)C(=O)O